2-methoxy-N-(3-(8-(4-methylpiperazin-2-yl)-3-(2,2,2-trifluoroethyl)imidazo[1,2-a]pyridin-2-yl)prop-2-yn-1-yl)-4-(methylsulfonyl)aniline COC1=C(NCC#CC=2N=C3N(C=CC=C3C3NCCN(C3)C)C2CC(F)(F)F)C=CC(=C1)S(=O)(=O)C